C(C)(=O)C=1C=C(C=CC1)NC(=O)NC=1C=C2C(N(C(=NC2=CC1)O)CCOC)=O 1-(3-acetylphenyl)-3-(2-hydroxy-3-(2-methoxyethyl)-4-oxo-3,4-dihydro-quinazolin-6-yl)urea